NC=1C=2N(C=C(N1)Br)C(=CN2)C=2C=C(C=CC2C)C(C(C)O)(F)F (3-(8-amino-6-bromoimidazo[1,2-a]pyrazin-3-yl)-4-methylphenyl)-1,1-difluoropropan-2-ol